4-((trifluoromethyl)thio)-1H-pyrrole-2-carboxamide FC(SC=1C=C(NC1)C(=O)N)(F)F